N-erucyl-acrylamide C(CCCCCCCCCCC\C=C/CCCCCCCC)NC(C=C)=O